IC1=CC(=C(C(=O)O)C=C1)N1CCC2(CC2)CC1 4-Iodo-2-(6-azaspiro[2.5]octane-6-yl)benzoic acid